((2R,3S,5R)-5-(6-amino-2-fluoro-9H-purin-9-yl)-2-ethynyl-3-hydroxytetra-hydrofuran-2-yl)methyl 3-(2,4-dimethyl-6-(pivaloyloxy) phenyl)-3-methylbutanoate CC1=C(C(=CC(=C1)C)OC(C(C)(C)C)=O)C(CC(=O)OC[C@]1(O[C@H](C[C@@H]1O)N1C2=NC(=NC(=C2N=C1)N)F)C#C)(C)C